(R,E)-N-(4-((3-Chloro-4-(pyridin-2-ylmethoxy)phenyl)amino)-5-isobutoxyquinazoline-6-yl)-3-(1-methylpyrrolidin-2-yl)acrylamide ClC=1C=C(C=CC1OCC1=NC=CC=C1)NC1=NC=NC2=CC=C(C(=C12)OCC(C)C)NC(\C=C\[C@@H]1N(CCC1)C)=O